CC1(C(C(=CC2(CN(CCO2)C(=O)C=2N=C(OC2C(F)(F)F)C)C1)C#N)=O)C 10,10-dimethyl-4-[2-methyl-5-(trifluoromethyl)-1,3-oxazole-4-carbonyl]-9-oxo-1-oxa-4-azaspiro[5.5]undec-7-ene-8-carbonitrile